N-(1-(7H-Pyrrolo[2,3-d]pyrimidin-4-yl)piperidin-3-yl)-2-((3-chlorophenyl)amino)acetamide N1=CN=C(C2=C1NC=C2)N2CC(CCC2)NC(CNC2=CC(=CC=C2)Cl)=O